FC1=C(C(=O)NC2=CC(=NN2C)C2=CC=C(C=C2)NC(=O)C2=C(COCCNC(OC(C)(C)C)=O)C=CC=C2)C=CC=C1 tertbutyl (2-((2-((4-(5-(2-fluorobenzamido)-1-methyl-1H-pyrazol-3-yl)phenyl)carbamoyl)benzyl)oxy)ethyl)carbamate